CC1(C(CCC1)=O)C 2,2-dimethyl-cyclopentanone